2-[[1-(5-fluoropyrimidin-2-yl)piperidin-4-yl]methyl]-6-pyrazol-1-ylpyridazin-3-one FC=1C=NC(=NC1)N1CCC(CC1)CN1N=C(C=CC1=O)N1N=CC=C1